2-(3-Oxo-3-phenylpropoxy)acetonitrile O=C(CCOCC#N)C1=CC=CC=C1